(S)-6-bromo-2-(1-cyclopropylethyl)-3-oxoisoindoline-4-sulfonyl chloride BrC=1C=C(C=2C(N(CC2C1)[C@@H](C)C1CC1)=O)S(=O)(=O)Cl